5-(4-(4-chloro-3-fluorophenyl)-2-oxopiperidin-1-yl)-3-(pyridin-4-yl)-1H-pyrazole-4-carbonitrile ClC1=C(C=C(C=C1)C1CC(N(CC1)C1=C(C(=NN1)C1=CC=NC=C1)C#N)=O)F